N-(2-Fluoro-2-methylpropyl)-5-(imidazo[1,2-a]pyridin-6-yl)-4-methoxy-7H-pyrrolo[2,3-d]pyrimidin-2-amine FC(CNC=1N=C(C2=C(N1)NC=C2C=2C=CC=1N(C2)C=CN1)OC)(C)C